OCCOCCNC(=O)C1=CC2=C(N(C(=N2)NC=2OC3=C(N2)C=C(C=C3)C(F)(F)F)C)C=C1 N-(2-(2-hydroxyethoxy)-ethyl)-1-methyl-2-((5-(trifluoromethyl)benzo-[d]oxazol-2-yl)amino)-1H-benzo[d]imidazole-5-carboxamide